2-(4-Amino-4-methyl-piperidin-1-yl)-5-(2-chloro-3-trifluoromethyl-phenyl)-6-methyl-pyrimidine-4-carboxylic acid amide NC1(CCN(CC1)C1=NC(=C(C(=N1)C(=O)N)C1=C(C(=CC=C1)C(F)(F)F)Cl)C)C